(1r,3r)-3-hydroxy-N-(2-(2-(trifluoromethyl)pyrimidin-4-yl)-1H-pyrrolo[3,2-c]pyridin-6-yl)cyclobutanecarboxamide OC1CC(C1)C(=O)NC1=CC2=C(C=N1)C=C(N2)C2=NC(=NC=C2)C(F)(F)F